C(C=C)NC(=S)NC1=NC=CC=C1 1-allyl-3-(pyridine-2-yl)thiourea